Cl.C1CCC2=C(C=3CCCC3C=C12)NC(=O)OC(C(=O)O)C 2-{[(1,2,3,5,6,7-hexahydro-s-indacen-4-yl)carbamoyl]Oxy}propanoic acid hydrochloride